N-(2-((5-cyano-4-((2-isopropoxyphenyl)amino)pyrimidin-2-yl)amino)-5-(4-(4-methyl-3-oxopiperazin-1-yl)piperidin-1-yl)phenyl)acrylamide C(#N)C=1C(=NC(=NC1)NC1=C(C=C(C=C1)N1CCC(CC1)N1CC(N(CC1)C)=O)NC(C=C)=O)NC1=C(C=CC=C1)OC(C)C